1-(2-hydroxyethyl)pyrazolo[3,4-c]Pyridine OCCN1N=CC=2C1=CN=CC2